tert-butyl ((3-(3-bromo-2-methylphenyl)-4-oxo-4H-pyrido[1,2-a]pyrimidin-8-yl)methyl)(2-hydroxyethyl)carbamate BrC=1C(=C(C=CC1)C1=CN=C2N(C1=O)C=CC(=C2)CN(C(OC(C)(C)C)=O)CCO)C